S1C(SCCC1)C=1C=C(C=C(C1OCC1=CC=C(C=C1)OC)F)NC(=O)NC1=CC=C(C=C1)F 1-(3-(1,3-dithian-2-yl)-5-fluoro-4-(4-methoxyphenylmethyloxy)phenyl)-3-(4-fluorophenyl)urea